Cl.C1(OC=CC2=CC=CC=C12)=O 1H-isochromen-1-one Hydrochloride